(2S,3R,4R,5S)-2-(hydroxymethyl)-1-(2-(thiophen-2-yl)ethyl)piperidine-3,4,5-triol OC[C@@H]1N(C[C@@H]([C@H]([C@@H]1O)O)O)CCC=1SC=CC1